N-((3-nitro-4-((((S)-4-(3-oxetanyl)morpholin-2-yl)methyl)amino)phenyl)sulfonyl)benzamide [N+](=O)([O-])C=1C=C(C=CC1NC[C@H]1CN(CCO1)C1COC1)S(=O)(=O)NC(C1=CC=CC=C1)=O